8-(2-octylcycloprop-1-en-1-yl)octanoic acid C(CCCCCCC)C1=C(C1)CCCCCCCC(=O)O